O=C1NC(CCC1N1C(N(C2=C1C=CC=C2CNC(CCCCCNC2CC1(C2)CCC1)=O)C)=O)=O N-((1-(2,6-dioxopiperidin-3-yl)-3-methyl-2-oxo-2,3-dihydro-1H-benzo[d]imidazol-4-yl)methyl)-6-(spiro[3.3]heptan-2-ylamino)hexanamide